2,2-azodiisobutyronitrile CC(C)(C#N)N=NC(C)(C)C#N